5-((5-(2-(((1R,3R)-3-aminocycloheptyl)oxy)-6-methoxyphenyl)-1H-pyrazol-3-yl)amino)pyrazine-2-carbonitrile N[C@H]1C[C@@H](CCCC1)OC1=C(C(=CC=C1)OC)C1=CC(=NN1)NC=1N=CC(=NC1)C#N